CCN(CC)CCC[Si](OC)(OC)OC (n,n-diethyl-3-aminopropyl)trimethoxysilane